C12COCC2C1N 3-oxa-bicyclo[3.1.0]hex-6-yl-amine